NC1=CC(=NN1C1=CC=CC=C1)C1(CC1)NC(OC(C)(C)C)=O.C(CCCCCC)NC1=CC=C(C=C1)NCCCCCCC diheptyl p-phenylenediamine tert-butyl N-[1-(5-amino-1-phenylpyrazol-3-yl)cyclopropyl]carbamate